ClC1=C(C=C(C(=C1)N1CCN(CC1)CCC1=C2C(=NN(C2=CC=C1)C1C(NC(CC1)=O)=O)C)F)N1C(=CC2=CC=CC(=C12)F)C(=O)N(C)C (2-chloro-4-(4-(2-(1-(2,6-dioxopiperidin-3-yl)-3-methyl-1H-indazol-4-yl)ethyl)piperazin-1-yl)-5-fluorophenyl)-7-fluoro-N,N-dimethyl-1H-indole-2-carboxamide